3-((2-amino-5-(2-methylthiazol-5-yl)pyridin-3-yl)-ethynyl)-N-(3,5-bistrifluoromethylphenyl)-4-methylbenzamide NC1=NC=C(C=C1C#CC=1C=C(C(=O)NC2=CC(=CC(=C2)C(F)(F)F)C(F)(F)F)C=CC1C)C1=CN=C(S1)C